ClC1=C(C=CC(=C1)OC1=CC=C(C=C1)Cl)C(C(=O)O)=O 2-(2-chloro-4-(4-chlorophenoxy)phenyl)-2-oxoacetic acid